FC(OC1=C(C=C(C=C1)C=1CCN(C1)C)OC)F 4-[4-(difluoromethoxy)-3-methoxy-phenyl]-1-methyl-2,3-dihydropyrrole